ClC=1C=C2C(C(=CN(C2=CC1N1[C@H](CCC1)COC1=NC=CC=C1Cl)C=1C=NC(=CC1)N1CC(C1)NC)C(=O)O)=O (R)-6-chloro-7-(2-(((3-chloropyridin-2-yl)oxy)methyl)pyrrolidin-1-yl)-1-(6-(3-(methyl-amino)azetidin-1-yl)pyridin-3-yl)-4-oxo-1,4-dihydroquinoline-3-carboxylic acid